1-(4-(tert-butyl)phenyl)-4-nitro-3-phenylbutan-1-one C(C)(C)(C)C1=CC=C(C=C1)C(CC(C[N+](=O)[O-])C1=CC=CC=C1)=O